NCCOCCOCCOCCOCCOCCNC1=C2CN(C(C2=CC=C1)=O)C1C(NC(CC1)=O)=O 3-(4-((17-amino-3,6,9,12,15-pentaoxaheptadecyl)amino)-1-oxoisoindolin-2-yl)piperidine-2,6-dione